C(C)C(C(=O)NC(C(=O)O)CCN(CC1(CC1)CCC1=NC=2NCCCC2C=C1)CCOC)CC 2-(2-ethylbutanoylamino)-4-[2-methoxyethyl-[[1-[2-(5,6,7,8-tetrahydro-1,8-naphthyridin-2-yl)ethyl]cyclopropyl]methyl]amino]butanoic acid